1,5-dimethyl-2,4-di(isocyanatoethyl)benzene CC1=C(C=C(C(=C1)C)CCN=C=O)CCN=C=O